5-mercapto-1,2,3-triazole SC1=CN=NN1